8-Tetracosenoic acid C(CCCCCCC=CCCCCCCCCCCCCCCC)(=O)O